3-(hept-3-yl)thiophene CCC(CCCC)C1=CSC=C1